5-BROMO-2-ISOCYANOPYRIDINE BrC=1C=CC(=NC1)[N+]#[C-]